C(CCCCCC)(=O)[O-].[Na+].C(=O)(O)C1(CC(=CC(=C1)C(=O)O)C(=O)O)C1=CC=CC=C1 1,3,5-tricarboxyphenyl-benzene Natrium heptanoat